(3S)-1-[3-(4-fluoro-1H-1,3-benzodiazol-2-yl)-5-{3-[(methoxyimino)methyl]phenyl}pyridin-4-yl]pyrrolidin-3-amine FC1=CC=CC=2NC(=NC21)C=2C=NC=C(C2N2C[C@H](CC2)N)C2=CC(=CC=C2)C=NOC